2,5-dioxopyrrolidin-1-yl N2,N6-bis(tert-butoxycarbonyl)-L-lysinate C(C)(C)(C)OC(=O)N[C@@H](CCCCNC(=O)OC(C)(C)C)C(=O)ON1C(CCC1=O)=O